8-(4-(4-((6-(2,4-dioxotetrahydropyrimidin-1(2H)-yl)pyrazin-2-yl)methyl)piperazin-1-yl)piperidin-1-yl)-9-ethyl-6,6-dimethyl-11-oxo-6,11-dihydro-5H-benzo[b]carbazole-3-carbonitrile O=C1N(CCC(N1)=O)C1=CN=CC(=N1)CN1CCN(CC1)C1CCN(CC1)C=1C(=CC2=C(C(C=3NC4=CC(=CC=C4C3C2=O)C#N)(C)C)C1)CC